C(C1=CC=CC=C1)OC1=C(C(=C2C=CC(=CC2=C1)NC(CBr)=O)F)N1S(NC(C1)=O)(=O)=O N-(7-(benzyloxy)-6-(1,1-dioxido-4-oxo-1,2,5-thiadiazolidin-2-yl)-5-fluoronaphthalen-2-yl)-2-bromoacetamide